2,6-dimethoxy-3,4-dihydropyridine COC1=NC(=CCC1)OC